monobromotrifluoro-chlorobutene BrC(=CCC(F)(F)F)Cl